1-(3-fluoro-5-hydroxyphenyl)ethan-1-one FC=1C=C(C=C(C1)O)C(C)=O